4'-amino-3'-methoxyazobenzene NC1=C(C=C(C=C1)N=NC1=CC=CC=C1)OC